2-((5-isobutyl-1-(3-(2-methoxyethoxy)phenyl)-1H-pyrazol-3-yl)amino)-5-(thiophen-2-yl)nicotinic acid C(C(C)C)C1=CC(=NN1C1=CC(=CC=C1)OCCOC)NC1=C(C(=O)O)C=C(C=N1)C=1SC=CC1